2-methyl-1-(2-(5-(5-methylthiobenzene-2-yl)-1H-imidazol-2-yl)piperidin-1-yl)butan-1-one CC(C(=O)N1C(CCCC1)C=1NC(=CN1)C1=CC=C(C=C1)SC)CC